methyl 2-[(2S,4R)-4-[tert-butyl (dimethyl) silyl] oxy-1-[(2S)-3,3-dimethyl-2-[(2-methylpropan-2-yl) oxycarbonylamino] butyryl] pyrrolidin-2-yl]-1H-imidazole-4-carboxylate [Si](C)(C)(C(C)(C)C)O[C@@H]1C[C@H](N(C1)C([C@H](C(C)(C)C)NC(=O)OC(C)(C)C)=O)C=1NC=C(N1)C(=O)OC